5-cyclopropyl-3-iodo-1-[2-(oxan-2-yloxy)ethyl]-1H-pyrazole C1(CC1)C1=CC(=NN1CCOC1OCCCC1)I